N1CC(CC1)C1=CC=C(CC[C@@H]2C[C@@H](CCC2)CCC2=CC=C(C(=N)N)C=C2)C=C1 4-(2-((1s,3r)-3-(4-(pyrrolidin-3-yl)phenethyl)cyclohexyl)ethyl)benzamidine